ClC=1C=C(C=CC1)C(CO)NC(=O)C=1C=NN(C1)C1=NC(=NC=C1C)NC1CC1 N-(1-(3-chlorophenyl)-2-hydroxyethyl)-1-(2-(cyclopropylamino)-5-methylpyrimidin-4-yl)-1H-pyrazole-4-carboxamide